C(CCCCCCCCCCCCCCCCC)N=CN(C)C N'-Octadecyl-N,N-dimethylformamidin